(2-(1-(cyclopropylmethyl)-6-(3-methyl-[1,2,4]triazolo[4,3-a]pyridin-7-yl)-1H-pyrrolo[2,3-b]pyridin-2-yl)-4-fluoro-3-methylpyrazolo[1,5-a]pyridin-6-yl)methanone C1(CC1)CN1C(=CC=2C1=NC(=CC2)C2=CC=1N(C=C2)C(=NN1)C)C1=NN2C(C(=CC(=C2)C=O)F)=C1C